NC=1C=C2OC3=CC(C=CC3=CC2=CC1)=N 6-amino-3H-xanthen-3-imine